Methyl 2-[6-(difluoromethyl) pyridin-3-yl]-5-[({1-[2-fluoro-4-(trifluoromethoxy) phenyl]cyclopropyl}carbonyl) amino]benzoate FC(C1=CC=C(C=N1)C1=C(C(=O)OC)C=C(C=C1)NC(=O)C1(CC1)C1=C(C=C(C=C1)OC(F)(F)F)F)F